methyl 5-(((methylsulfonyl) oxy) methyl)-2,3-dihydro-1H-indene-2-carboxylate CS(=O)(=O)OCC=1C=C2CC(CC2=CC1)C(=O)OC